N-(4H-1,2,4-triazole-4-yl)diphenylamine N=1N=CN(C1)N(C1=CC=CC=C1)C1=CC=CC=C1